C(C)(C)(C)[C@H]1N=C(OC1)CC=1OC[C@H](N1)C(C)(C)C bis[(R)-4-tert-butyl-4,5-dihydrooxazol-2-yl]methane